NC(C=1C=C(CC(C[O-])C(C)NC(C2=CC=C(C=C2)C2=CC=[N+](C=C2)[O-])=O)C=CC1)=N 2-{3-[amino(imino)methyl]benzyl}-3-{[4-(1-oxidopyridin-4-yl)benzoyl]amino}butoxide